FC1=CC(=CC=2N=C(OC21)C(NC(=O)C2=CC=NN2C)C2CCC(CC2)F)C(COC)N2C(NC(C2)C(F)(F)F)=O N-((7-fluoro-5-(2-methoxy-1-(2-oxo-4-(trifluoromethyl)imidazolidin-1-yl)ethyl)benzo[d]oxazol-2-yl)(4-fluorocyclohexyl)methyl)-1-methyl-1H-pyrazole-5-carboxamide